COCC(C)OCC(C)OC=C(C)C1=CC(=CC=C1)\C(=C/OC(COC(COC)C)C)\C (Z)-1,3-bis(1-((1-((1-methoxypropan-2-yl)oxy)propan-2-yl)oxy)prop-1-en-2-yl)benzene